C1(CC1)C=1C(=NN(C1C1=CC=C(C=C1)F)C)NC(=O)[C@H]1C(C1)(F)F (S)-N-(4-cyclopropyl-5-(4-fluorophenyl)-1-methyl-1H-pyrazol-3-yl)-2,2-difluorocyclopropane-1-carboxamide